P(OC)(OC)=O Dimethyl phosphonate